C(C(C)C)C=1N=CC2=C(N1)NC=C2C2=CC1=C(C(NCCO1)=O)C=C2 8-(2-isobutyl-7H-pyrrolo[2,3-d]pyrimidin-5-yl)-3,4-dihydrobenzo[f][1,4]oxazepin-5(2H)-one